NC1=NC=CC(=C1Cl)SC=1N=CC(=NC1)N1CCC2([C@@H](C=3N(N=CC3Cl)C2)N)CC1 (S)-1-(5-((2-amino-3-chloropyridin-4-yl)thio)pyrazin-2-yl)-3'-chloro-4'H,6'H-spiro[piperidine-4,5'-pyrrolo[1,2-b]pyrazol]-4'-amine